(8-(2-hydroxyethoxy)-5,6,7,8-tetrahydro-1,6-naphthyridin-2-yl)Phosphonic Acid Hydrochloride Cl.OCCOC1CNCC=2C=CC(=NC12)P(O)(O)=O